C(=O)O.N[C@@H]1[C@@H](C1)C(=O)N1CCN(CC1)C(=O)C1=C(C=C(C=C1)NC=1C=2N(C=CN1)C(=CN2)C=2C(=NNC2)C(F)(F)F)Cl [4-[(1R,2S)-2-aminocyclopropanecarbonyl]piperazin-1-yl]-[2-chloro-4-[[3-[3-(trifluoromethyl)-1H-pyrazol-4-yl]imidazo[1,2-a]pyrazin-8-yl]amino]phenyl]methanone formate